9Z,11E-tetradecadienyl monoacetate C(C)(=O)OC=CC=CCCCCCCCCCC